CN(S(=O)(=O)C)C1=C(C(=O)NC2=CC=C(C=C2)S(=O)(=O)N2CCN(CC2)C2=CC=NC=C2)C=CC=C1 2-(N-methylmethylsulfonamido)-N-(4-((4-(pyridin-4-yl)piperazin-1-yl)sulfonyl)phenyl)benzamide